methyl (2Z)-3-(2-bromo-6-fluoro-phenyl)-2-hydrazono-3-oxo-propionate BrC1=C(C(=CC=C1)F)C(/C(/C(=O)OC)=N/N)=O